3,5-bis(pentafluoroethyl)-1,2,4-triazole potassium salt [K].FC(C(F)(F)F)(C1=NNC(=N1)C(C(F)(F)F)(F)F)F